BrC=1C=2C(N=C3N(C2C=CC1)C1=CC(=CC=C1C3(C)C)N3CCN(CC3)CC=3C=CC(=NC3)N3CCC(CC3)C3=CC(=C(C(=C3)F)N3C(CCCC3=O)=O)F)=O (4-(1-(5-((4-(4-bromo-7,7-dimethyl-5-oxo-5,7-dihydroindolo[1,2-a]quinazolin-10-yl)piperazin-1-yl)methyl)pyridin-2-yl)piperidin-4-yl)-2,6-difluorophenyl)piperidine-2,6-dione